(2S,3S,4R,5R)-5-(6-(benzylamino)-2-(thiophen-3-yl)-9H-purin-9-yl)-3,4-dihydroxy-N-(Methyl-d3)-tetrahydrofuran-2-carboxamide C(C1=CC=CC=C1)NC1=C2N=CN(C2=NC(=N1)C1=CSC=C1)[C@H]1[C@@H]([C@@H]([C@H](O1)C(=O)NC([2H])([2H])[2H])O)O